Cl.Cl.N1C=NC=2CNCCC21 1H,4H,5H,6H,7H-imidazo[4,5-C]pyridine dihydrochloride